[Ag].C1=CC=CCCCC1 cyclooctadiene silver